ClC1=NC=C(C(=N1)C1(CC=C(C=C1)N)N)F 1-(2-chloro-5-fluoropyrimidin-4-yl)benzene-1,4-diamine